ClC1=C(C=CC=C1NC1=C(C=C(C=C1)Cl)S(=O)(=O)C)[C@@]1(CC(N(C(N1)=N)C1CCOCC1)=O)C (6S)-6-{2-Chloro-3-[4-chloro-2-(methylsulfonyl)anilino]-phenyl}-2-imino-6-methyl-3-(tetrahydropyran-4-yl)-hexahydropyrimidin-4-one